CO[C@H](C(=O)NC=1C=C2C(=CC(=NC2=CC1)C1=CN=CS1)O[C@@H](COC)C)C (S)-2-methoxy-N-(4-(((R)-1-methoxypropan-2-yl)oxy)-2-(thiazol-5-yl)quinolin-6-yl)propanamide